C(=O)C1CCC2(CCNCC2)CC1 9-formyl-3-azaspiro[5.5]undecan